1-methyl-3,4,6,7,8,9-hexahydro-2H-pyrimido[1,2-a]pyrimidin-1-ium C[N+]1=C2N(CCC1)CCCN2